3-Amino-2-methylpyridine NC=1C(=NC=CC1)C